FCC(=O)N(CC(=O)N)NC(=O)[C@H]1N(CCC1)C(=O)C1(CCC1)C1=CC=C(C=C1)Cl 2-[(2-Fluoroacetyl)-[[(2S)-1-[1-(4-chlorophenyl)cyclobutanecarbonyl]pyrrolidine-2-carbonyl]amino]amino]acetamide